2-((5-(3,4-difluorophenyl)pyridin-3-yl)oxy)-6-(piperidin-4-yloxy)isonicotinonitrile FC=1C=C(C=CC1F)C=1C=C(C=NC1)OC=1C=C(C#N)C=C(N1)OC1CCNCC1